C1(=CC=CC=C1)C1=CC=C(C(=O)NN)C=C1 4-(phenyl)benzoyl-hydrazine